2,3-dimethyl-3-pentyl acrylate C(C=C)(=O)OC(C(C)C)(CC)C